C(C)(C)(C)OC(N(C(C)(C)C1=CC(=NC=C1)Cl)C[C@@H](C(F)(F)F)N[S@](=O)C(C)(C)C)=O.C1(=CC=CC=C1)N1C(=NC2=C1C=CC=C2)C2=CC(=CC(=C2)C2=NC1=C(N2C2=CC=CC=C2)C=CC=C1)C1=NC2=C(N1C1=CC=CC=C1)C=CC=C2 1,3,5-tris(1-phenyl-1H-benzo[d]imidazole-2-yl)benzene tert-butyl-((S)-2-(((R)-tert-butylsulfinyl)amino)-3,3,3-trifluoropropyl)(2-(2-chloropyridin-4-yl)propan-2-yl)carbamate